n-octanoic acid Zinc [Zn].C(CCCCCCC)(=O)O